8-(4-chloro-2-fluoro-phenyl)-3-methyl-6-[(2R,4S)-2-(1-methylpyrazol-4-yl)tetrahydropyran-4-yl]-2-(trifluoromethyl)pyrimido[5,4-d]pyrimidin-4-one ClC1=CC(=C(C=C1)C1=NC(=NC2=C1N=C(N(C2=O)C)C(F)(F)F)[C@@H]2C[C@@H](OCC2)C=2C=NN(C2)C)F